C1(CCCC1)C1=CC(=NN1)NC1=NC=NC=2OCC(NC21)=O 4-((5-cyclopentyl-1H-pyrazol-3-yl)amino)-5H-pyrimido[4,5-b][1,4]oxazin-6(7H)-one